N4-(8-methylcinnolin-4-yl)-N2-(3-(piperidin-4-yl)phenyl)pyrimidine-2,4-diamine CC=1C=CC=C2C(=CN=NC12)NC1=NC(=NC=C1)NC1=CC(=CC=C1)C1CCNCC1